1,2-dimethyl 5-[4-[(tert-butoxy)carbonyl]piperazin-1-yl]-3-methoxybenzene-1,2-dicarboxylate C(C)(C)(C)OC(=O)N1CCN(CC1)C1=CC(=C(C(=C1)C(=O)OC)C(=O)OC)OC